NC=1C2=C(N=CN1)N(C(=C2C2=CC=C(C=C2)OC2=NC(=CC=C2)C)C2(CN(CC2)C(C=C)=O)O)C 1-[3-(4-amino-7-methyl-5-{4-[(6-methylpyridin-2-yl)oxy]phenyl}-7H-pyrrolo[2,3-d]pyrimidin-6-yl)-3-hydroxypyrrolidin-1-yl]prop-2-en-1-one